N-[(1R)-2-[2-(3-Amino-3-oxo-propyl)-2-(2-chloroacetyl)hydrazino]-1-(cyclohexylmethyl)-2-oxo-ethyl]-4-methoxy-1H-indole-2-carboxamide NC(CCN(NC([C@@H](CC1CCCCC1)NC(=O)C=1NC2=CC=CC(=C2C1)OC)=O)C(CCl)=O)=O